FC1=C(CNC(C(N2CCC=3C=CC(=NC3C2)NC=2SC=CN2)=O)=O)C=C(C=C1)F N-(2,5-difluorobenzyl)-2-oxo-2-(2-(thiazol-2-ylamino)-5,6-dihydro-1,7-naphthyridin-7(8H)-yl)acetamide